1,4-dibromotetrafluorobenzene BrC1=C(C(=C(C(=C1F)F)Br)F)F